F[S+](F)F.F[S+](C(C(C(C(F)(F)F)(F)F)(F)F)(F)F)F perfluorobutylsulfonium-perfluorosulfonium salt